6-((((1R,5R,6R)-2,2-difluorobicyclo[3.1.0]hexan-6-yl)methyl)amino)-N-methyl-5-(1-methyl-1H-imidazol-4-yl)pyridine-3-sulfonamide FC1([C@H]2[C@@H]([C@H]2CC1)CNC1=C(C=C(C=N1)S(=O)(=O)NC)C=1N=CN(C1)C)F